N=1N(N=CC1)CC(=O)C=1C=CC(=C(C1)N1C(=NC2=CC=CC(=C2C1=O)C#C[Si](C)(C)C)CN1CCN(CC1)C(COC1=CC=C(C=C1)C(F)(F)F)=O)OC(C)C 3-(5-(2-(2H-1,2,3-triazol-2-yl)acetyl)-2-isopropoxyphenyl)-2-((4-(2-(4-(trifluoromethyl)phenoxy)acetyl)piperazin-1-yl)methyl)-5-((trimethylsilyl)ethynyl)quinazolin-4(3H)-one